C1(CC1)C=1C=C2C(=NC1)SC(=C2)C(=O)OCC ethyl 5-cyclopropylthieno[2,3-b]pyridine-2-carboxylate